COC(C(CC(C)(C1=CC=CC=C1)OOC(C)(C)C)CC(C1=CC=C(C=C1)C)=O)=O 4-(tert-butylperoxy)-2-(2-oxo-2-(p-tolyl)ethyl)-4-phenylpentanoic acid methyl ester